platinum bis(tris(pentafluorophenyl)phosphine) diiodide [I-].[I-].FC1=C(C(=C(C(=C1P(C1=C(C(=C(C(=C1F)F)F)F)F)C1=C(C(=C(C(=C1F)F)F)F)F)F)F)F)F.FC1=C(C(=C(C(=C1P(C1=C(C(=C(C(=C1F)F)F)F)F)C1=C(C(=C(C(=C1F)F)F)F)F)F)F)F)F.[Pt+2]